ICCOCCI di(2-iodoethyl) ether